CC(C)C1=CN=C(S1)C=1C=C(C(=O)N)C=C(C1)OC[C@@H]1OCCC1 3-[5-(prop-2-yl)-1,3-thiazol-2-yl]-5-[(2R)-tetrahydrofur-2-ylmethoxy]benzamide